(-)-1-[2-[3,3a,4,5,6,6a-hexahydro-2H-cyclopenta[b]pyrrol-1-yl]-2-oxoethyl]-4-chloro-5-fluoro-1'-(1H-pyrazolo[4,3-b]pyridine-5-carbonyl)spiro[indole-3,4'-piperidin]-2-one N1(C2C(CC1)CCC2)C(CN2C(C1(CCN(CC1)C(=O)C1=CC=C3C(=N1)C=NN3)C3=C(C(=CC=C23)F)Cl)=O)=O